(4-(3-((4-bromo-2-fluorophenoxy) methyl) phenoxy) piperidin-1-yl)-1-((1-isopropyl-1H-imidazol-5-yl) methyl)-1H-benzo[d]imidazole-6-carboxylate BrC1=CC(=C(OCC=2C=C(OC3CCN(CC3)C3=NC4=C(N3CC3=CN=CN3C(C)C)C=C(C=C4)C(=O)[O-])C=CC2)C=C1)F